4,4'-Bicyclohexanone C1(CCC(CC1)C1CCCCC1)=O